N-[4-(2-methoxyethoxy)phenyl]-5H,6H,7H,8H-pyrido[3,4-d]pyrimidin-2-amine COCCOC1=CC=C(C=C1)NC=1N=CC2=C(N1)CNCC2